O1C2=C(OCC1)C=C(C=C2)C=2C(=C(/C=C/C1=CC(=C(CNC(C(=O)O)(CO)C)C(=C1)OC)OC)C=CC2)C (E)-2-(4-(3-(2,3-dihydrobenzo[b][1,4]dioxin-6-yl)-2-methylstyryl)-2,6-Dimethoxybenzylamino)-3-hydroxy-2-methylpropionic acid